Cl.N[C@H]1COCC[C@@H]1O (3S,4S)-3-aminotetrahydro-2H-pyran-4-ol hydrochloride